(4,4,5,5-tetramethyl-1,3,2-dioxaborolan-2-yl)-2,3-dihydro-5(1H)-indolizinone CC1(OB(OC1(C)C)C1CCN2C(C=CC=C12)=O)C